N1C(CCC1)C(=O)N PYRROLIDIN-2-CARBOXAMID